BrC=1C=C(C=CC1OC1=NC=CC=C1C#N)CC(=O)Cl 2-(3-bromo-4-((3-cyanopyridin-2-yl)oxy)phenyl)acetyl chloride